BrC1=CC(=C(C=C1)C=1C(=NC(=NC1)NC=1C=NN(C1)C)NC=1C=C(C=CC1F)NC(C=C)=O)F N-(3-((5-(4-bromo-2-fluorophenyl)-2-((1-methyl-1H-pyrazol-4-yl)amino)pyrimidin-4-yl)amino)-4-fluorophenyl)acrylamide